6-(2-methylchinolin-7-yl)pyridin-2-carbonitril CC1=NC2=CC(=CC=C2C=C1)C1=CC=CC(=N1)C#N